CC1=C(C(=CC(=C1)C)C)S(=O)(=O)O.NN1C(C(=CC(=C1)Br)OCC)Cl 1-amino-5-bromo-2-chloro-3-ethoxypyridine 2,4,6-trimethylbenzenesulfonate